4,8-dimethyl-undecanoic acid CC(CCC(=O)O)CCCC(CCC)C